(S)-6-((4-((2-hydroxy-1-phenylethyl)amino)-5-(3-(pyridin-3-yl)-1,2,4-oxadiazol-5-yl)pyridin-2-yl)amino)-1-isopropyl-2-propyl-1,2-dihydro-3H-pyrazolo[3,4-b]pyridin-3-one OC[C@H](C1=CC=CC=C1)NC1=CC(=NC=C1C1=NC(=NO1)C=1C=NC=CC1)NC1=CC=C2C(=N1)N(N(C2=O)CCC)C(C)C